O[C@H]1C[C@H]2[C@H]([C@H]([C@H]3[C@@H]4CC[C@H]([C@@H](CCC(=O)O)C)[C@]4([C@H](C[C@@H]3[C@]2(CC1)C)O)C)O)O 3α,6α,7α,12α-tetrahydroxy-5β-cholan-24-oic acid